CC(C)(CO)N AMINOMETHYLPROPANOL